Phenyl-triazinone C1(=CC=CC=C1)C=1C(NN=NC1)=O